C(C)(=O)NC1CCC(CC1)NC[C@@]1(OC2=C(C1)C(=C(C(=C2)F)Cl)C2=C(C(=O)N)C=CC(=C2F)OC(F)F)C2=CC=CC=C2 2-((2s,4s)-2-(((4-acetamido-cyclohexyl)amino)methyl)-5-chloro-6-fluoro-2-phenyl-2,3-dihydrobenzofuran-4-yl)-4-(difluoromethoxy)-3-fluorobenzamide